C1(=CC=C(C=C1)OC1=CC=C(N)C=C1)OC1=CC=C(N)C=C1 4,4'-(1,4-benzenedioxy)bis-aniline